F[C@H]1C[C@H](N(C1)C(CN1C[C@H](CC1)NC=1C=NC2=CC=CC=C2C1)=O)C#N (2S,4S)-4-fluoro-1-[2-[(3S)-3-(3-quinolinylamino)pyrrolidin-1-yl]acetyl]pyrrolidine-2-carbonitrile